6-(2-(3-chlorophenyl)-2,2-difluoroacetyl)-2-(1-(5-isopropylpyridin-3-yl)cyclopropyl)-5,6,7,8-tetrahydropyrido[4,3-d]pyrimidin-4(3H)-one ClC=1C=C(C=CC1)C(C(=O)N1CC2=C(N=C(NC2=O)C2(CC2)C=2C=NC=C(C2)C(C)C)CC1)(F)F